(4-amino-4-methylpiperidin-1-yl)(4-(4-(benzo[d]thiazol-5-ylamino)quinolin-7-yl)phenyl)methanone NC1(CCN(CC1)C(=O)C1=CC=C(C=C1)C1=CC=C2C(=CC=NC2=C1)NC=1C=CC2=C(N=CS2)C1)C